Cl.N[C@H]1[C@@](COC1)(O)C |r| (±)-(3S,4R)-4-amino-3-methyltetrahydrofuran-3-ol hydrochloride